(3R,4S,6bS,8aS,11R,12aR,12bS,14aR)-3-hydroxy-11-(hydroxymethyl)-4-methoxy-4,6b,8a,11,12b,14a-hexamethyl-2,3,4,6b,7,8,8a,9,10,11,12,12a,12b,13,14,14a-hexadecahydropicene-2-one O[C@H]1C(C=C2[C@@]3(CC[C@]4([C@@H]5C[C@](CC[C@@]5(CC[C@@]4(C3=CC=C2[C@]1(C)OC)C)C)(C)CO)C)C)=O